[OH-].C(=C)C1=C(C=CC=C1)[N+](C)(C)C vinylphenyl-N,N,N-trimethylammonium hydroxide